NCCC(=O)N1C(CC(CC1(C)C)N(C)C1=NC=C(N=C1)C1=C(C=C(C=C1)C=1C=NNC1)O)(C)C 3-amino-1-(4-((5-(2-hydroxy-4-(1H-pyrazol-4-yl)phenyl)pyrazin-2-yl)(methyl)amino)-2,2,6,6-tetramethylpiperidin-1-yl)propan-1-one